4-(5-acetyl-2-(4-fluoro-2,6-dimethylphenoxy)phenyl)-N-ethyl-6-methyl-7-oxo-6,7-dihydrothieno[2,3-c]pyridine-2-carboxamide C(C)(=O)C=1C=CC(=C(C1)C=1C2=C(C(N(C1)C)=O)SC(=C2)C(=O)NCC)OC2=C(C=C(C=C2C)F)C